(7-fluoro-1H-indazol-3-yl)-(1,2,3,5-tetrahydropyrido[4,3-e][1,4]diazepin-4-yl)methanone FC=1C=CC=C2C(=NNC12)C(=O)N1CCNC2=C(C1)C=NC=C2